P(=S)(SC)(OC)[O-] di(methyl) dithiophosphate